BrC=1C=CC(=C(C1)C(C(=O)N[C@@H](CC(=O)OCC)C=1C=C(C=C(C1F)C)C1=C(C=CC=C1C)O)N1C(C2=C(C=C1)OC=C2)=O)F ethyl (3S)-3-(2-(5-bromo-2-fluorophenyl)-2-(4-oxofuro[3,2-c]pyridin-5(4H)-yl)acetamido)-3-(4-fluoro-2'-hydroxy-5,6'-dimethyl-[1,1'-biphenyl]-3-yl)propanoate